ClC=1C(N(C(=CC1OCC1=NC=C(C=C1F)F)C)C=1C(=NN(C1)C1=NC(=NC=C1)C(=O)OCC)C)=O ethyl 4-(4-{3-chloro-4-[(3,5-difluoropyridin-2-yl)methoxy]-6-methyl-2-oxopyridin-1-yl}-3-methylpyrazol-1-yl)pyrimidine-2-carboxylate